4-amino-2-(4,4-difluoropiperidin-1-yl)-6-fluorobenzonitrile NC1=CC(=C(C#N)C(=C1)F)N1CCC(CC1)(F)F